2-(6-{5-chloro-2-[(oxan-4-yl)amino]pyrimidin-4-yl}-1-oxo-2,3-dihydro-1H-isoindol-2-yl)-N-(1,1,1-trifluoro-2-methylpropan-2-yl)acetamide ClC=1C(=NC(=NC1)NC1CCOCC1)C1=CC=C2CN(C(C2=C1)=O)CC(=O)NC(C(F)(F)F)(C)C